C(C)(C)(C)OC(=O)N1CC2(CC1)C(N(C1=CC=CC=C12)C1C(NC(CC1)=O)=O)=O 1-(2,6-dioxopiperidin-3-yl)-2-oxospiro[indoline-3,3'-pyrrolidine]-1'-carboxylic acid tert-butyl ester